1,1,1,3,3,3-hexafluoropropan-2-yl (R)-1-((2-methylpyrimidin-5-yl)carbamoyl)-6-azaspiro[2.5]octane-6-carboxylate CC1=NC=C(C=N1)NC(=O)[C@@H]1CC12CCN(CC2)C(=O)OC(C(F)(F)F)C(F)(F)F